1-methyl-4-{3-[4-(1-methyl-4-piperidylamino)-1-(2,2,2-trifluoroethyl)-6-indolyl]-2-propynylamino}pyrazole CN1N=CC(=C1)NCC#CC1=CC(=C2C=CN(C2=C1)CC(F)(F)F)NC1CCN(CC1)C